Diazacyclooctadecyne C1#CNNCCCCCCCCCCCCCC1